ClC1=C(C=C2C(=N1)N=C(N2CC)C(O)(C2=CC=CC=C2)C2=CC=CC=C2)C2=NN=NN2 [5-chloro-1-ethyl-6-(1H-1,2,3,4-tetrazol-5-yl)-1H-imidazo[4,5-b]pyridin-2-yl]diphenylmethanol